C1(CC1)COC1=CC(=C2C(NC(=NC2=C1)N1CCC2(CC(C2)O)CC1)=O)F 7-(cyclopropylmethoxy)-5-fluoro-2-(2-hydroxy-7-azaspiro[3.5]nonan-7-yl)quinazolin-4(3H)-one